FC(C=1N([C@H]2[C@H](O)[C@H](O)[C@@H](CO)O2)C=2N=CN=C(C2N1)N)(F)F 8-Trifluoromethyl-adenosine